C(C)(C)(C)OC(=O)C1C=CC=2C=CC=NC2C1 Quinoline-7(8H)-Carboxylic acid tert-butyl ester